The molecule is a 2-oxo monocarboxylic acid anion that is the conjugate base of 3-methyl-2-oxobutanoic acid, arising from deprotonation of the carboxy group. It has a role as a human metabolite and a Saccharomyces cerevisiae metabolite. It is a 2-oxo monocarboxylic acid anion, an oxo fatty acid anion and a branched-chain fatty acid anion. It derives from a butyrate. It is a conjugate base of a 3-methyl-2-oxobutanoic acid. CC(C)C(=O)C(=O)[O-]